(R)-6,6-dimethyl-N'-((2'-methyl-6-(trifluoromethyl)-[3,4'-bipyridin]-2-yl)carbamoyl)-6,7-dihydro-5H-pyrazolo[5,1-b][1,3]oxazine-3-sulfonimidamide CC1(CN2C(OC1)=C(C=N2)[S@@](=O)(N)=NC(NC2=NC(=CC=C2C2=CC(=NC=C2)C)C(F)(F)F)=O)C